C(C)(C)(C)[Si](C)(C)OC=1C2(CCCC2)CC(CC1)C1=CC(=C(C=C1)F)C tert-butyl-((9-(4-fluoro-3-methylphenyl)spiro[4.5]dec-6-en-6-yl)oxy)dimethylsilane